diazo-biotin [N+](=[N-])=C(C(O)=O)CCC[C@@H]1SC[C@@H]2NC(=O)N[C@H]12